2,2',2''-(10-(2-(2-(1-(2-hydroxy-2,2-diphosphonoethyl)-1H-imidazol-4-yl)ethylamino)-2-oxoethyl)-1,4,7,10-tetraazacyclododecane-1,4,7-triyl)triacetic acid OC(CN1C=NC(=C1)CCNC(CN1CCN(CCN(CCN(CC1)CC(=O)O)CC(=O)O)CC(=O)O)=O)(P(=O)(O)O)P(=O)(O)O